2-methyl-3,6-dihydropyrane CC1OCC=CC1